5-methyl-6-(2H-1,2,3-triazol-2-yl)pyridin-3-amine CC=1C=C(C=NC1N1N=CC=N1)N